(2S,4r)-1-[(2S)-2-[4-(5-cyclopropyl-oxazol-4-yl)triazol-1-yl]-3,3-dimethyl-butyryl]-4-hydroxy-N-methyl-pyrrolidine-2-carboxamide C1(CC1)C1=C(N=CO1)C=1N=NN(C1)[C@H](C(=O)N1[C@@H](C[C@H](C1)O)C(=O)NC)C(C)(C)C